(S)-(2-hydroxybutyl) ((3-hydroxyquinolin-4-yl)methyl)carbamate OC=1C=NC2=CC=CC=C2C1CNC(OC[C@H](CC)O)=O